N1=CN=CC2=C1CCNC2=O 7,8-dihydropyrido[4,3-d]pyrimidin-5(6H)-one